P(=O)([O-])([O-])[O-].[Na+].[Na+].[Na+].[Na+] Tetranatrium phosphat